FC1=C(C=CC(=C1)F)C1=C(C=C2C(=NC(N3C2=C1SCCC3)=O)N3[C@H](CN(CC3)C(=O)[O-])C)C(F)(F)F (S)-4-(11-(2,4-difluorophenyl)-6-oxo-10-(trifluoromethyl)-3,4-dihydro-2H,6H-[1,4]thiazepino[2,3,4-ij]quinazolin-8-yl)-3-methylpiperazine-1-carboxylate